trans-3-amino-6'-chloro-2'-methyl-1',2'-dihydro-3'h-spiro[cyclobutane-1,4'-isoquinolin]-3'-one citrate C(CC(O)(C(=O)O)CC(=O)O)(=O)O.NC1CC2(C(N(CC3=CC=C(C=C23)Cl)C)=O)C1